C(C(=C)C)(=O)O.OC1=CC=C(C=C1)C(C)(C)C1=CC=C(C=C1)O Bisphenol-A methacrylat